1-(4-(1-(4-(2-(4-((1R,2S)-6-hydroxy-2-phenyl-1,2,3,4-tetrahydronaphthalen-1-yl)phenoxy)ethyl)piperidine-1-carbonyl)piperidin-4-yl)phenyl)dihydropyrimidine-2,4(1H,3H)-dione OC=1C=C2CC[C@@H]([C@@H](C2=CC1)C1=CC=C(OCCC2CCN(CC2)C(=O)N2CCC(CC2)C2=CC=C(C=C2)N2C(NC(CC2)=O)=O)C=C1)C1=CC=CC=C1